4-(1-(4-methoxyphenyl)vinyl)-6-methyl-1-p-toluenesulfonyl-1,6-dihydro-7H-pyrrolo[2,3-c]pyridin-7-one COC1=CC=C(C=C1)C(=C)C=1C2=C(C(N(C1)C)=O)N(C=C2)S(=O)(=O)C2=CC=C(C)C=C2